COC1=NC=C(C=C1)C=1C=C2C(=NC=NC2=CC1)N1CCN(CC1)C(C=CC(C)=O)=O 2-methoxy-5-(4-(4-(4-oxopent-2-enoyl)piperazin-1-yl)quinazolin-6-yl)pyridine